ClC1=NC=2N(C(=C1C1=C(C=C(C=C1F)F)F)N1CCC(CC1)C)N=CN2 5-chloro-7-(4-methyl-piperidin-1-yl)-6-(2,4,6-trifluorophenyl)-[1,2,4]tri-azolo[1,5-a]pyrimidine